(R)-3-(isoquinolin-4-yl)-1-(6-methoxypyridin-3-yl)-2-oxoimidazolidine-4-carbonitrile C1=NC=C(C2=CC=CC=C12)N1C(N(C[C@@H]1C#N)C=1C=NC(=CC1)OC)=O